C[C@@H]1CC[C@@]23\C(\CC[C@H]2C([C@@H]1C3)(C)C)=C/C(C)=O (Z)-1-((3aS,6R,7R,8aS)-6,8,8-trimethyloctahydro-3H-3a,7-methano-azulen-3-ylidene)propan-2-one